COC1(C(NC2=CC=C(C=C12)CSC1=NC(=C(C(=C1C#N)CC)C#N)N1CCN(CCC1)C)=O)OC 2-(((3,3-dimethoxy-2-oxoindolin-5-yl)methyl)thio)-4-ethyl-6-(4-methyl-1,4-diazepan-1-yl)pyridine-3,5-dicarbonitrile